(E)-N-hydroxy-3-(2-(4-(4-isopropyl-benzyl)piperazin-1-yl)phenyl)acrylamide ONC(\C=C\C1=C(C=CC=C1)N1CCN(CC1)CC1=CC=C(C=C1)C(C)C)=O